IC=1C=NN(C1C)CC1(CC(CCC1)(C)C)CCOC 4-iodo-1-((1-(2-methoxyethyl)-3,3-dimethylcyclohexyl)methyl)-5-methyl-1H-pyrazole